C(C(C)C)[C@@H]1NC(N(C1=O)C1CC2(CC(C2)OC2=NN3C(C=CC=C3)=C2C(=O)N)C1)=O 2-(((2s,4s,6s)-6-(4-isobutyl-2,5-dioxoimidazolidin-1-yl)spiro[3.3]hept-2-yl)oxy)pyrazolo[1,5-a]pyridine-3-carboxamide